5-((1-(1-acryloylazetidine-2-carbonyl)-4-hydroxypiperidin-4-yl)methyl)-1-(biphenyl-4-yl)-1H-pyrazolo[3,4-d]pyrimidin-4(5H)-one C(C=C)(=O)N1C(CC1)C(=O)N1CCC(CC1)(O)CN1C=NC2=C(C1=O)C=NN2C2=CC=C(C=C2)C2=CC=CC=C2